(3R)-3-[2-[(4S)-4-benzyl-2-oxo-oxazolidin-3-yl]-2-oxo-ethyl]pyrrolidine-1-carboxylic acid tert-butyl ester C(C)(C)(C)OC(=O)N1C[C@H](CC1)CC(=O)N1C(OC[C@@H]1CC1=CC=CC=C1)=O